[Ce].OC(C(C(C(C(C(C(=O)O)(O)O)(O)O)(O)O)(O)O)(O)O)(CCCCCCCCCCC)O dodecahydroxystearic acid cerium